NC=1C(=NC=C(N1)N1CCC(CC1)(C)N)SC=1C(=C(C=CC1)NC(C(=O)N(C)C)=O)Cl N1-(3-((3-amino-5-(4-amino-4-methylpiperidin-1-yl)pyrazin-2-yl)thio)-2-chlorophenyl)-N2,N2-dimethyloxalamide